(exo)-N-(8-amino-5-chloro-6-(4-methylpyridin-3-yl)isoquinolin-3-yl)-3-(tert-butyldiphenylsilyloxy)bicyclo[3.1.0]hexane-6-carboxamide NC=1C=C(C(=C2C=C(N=CC12)NC(=O)C1C2CC(CC12)O[Si](C1=CC=CC=C1)(C1=CC=CC=C1)C(C)(C)C)Cl)C=1C=NC=CC1C